ClC=1C=C(C=CC1Cl)C1=C(N)C=CC(=C1)F ortho-(3,4-dichlorophenyl)-4-fluoroaniline